4-chloro-7-propyl-pyrrolo[2,3-d]pyrimidine ClC=1C2=C(N=CN1)N(C=C2)CCC